ethyl 2-[2-(tert-butoxy carbonyl amino)-4-isopropyl-7-oxo-thieno[2,3-d]pyridazin-6-yl]acetate C(C)(C)(C)OC(=O)NC1=CC2=C(C(N(N=C2C(C)C)CC(=O)OCC)=O)S1